N-(4-fluoro-5-(4-((3-morpholinopropyl)carbamoyl)-1H-1,2,3-triazol-1-yl)-2-((3S,5R)-3,4,5-trimethylpiperazin-1-yl)phenyl)-6-oxo-4-(trifluoromethyl)-1,6-dihydropyridine-3-carboxamide FC1=CC(=C(C=C1N1N=NC(=C1)C(NCCCN1CCOCC1)=O)NC(=O)C1=CNC(C=C1C(F)(F)F)=O)N1C[C@@H](N([C@@H](C1)C)C)C